C(C)(=O)N1C(C(NC(C1)=O)=CC=1N=CNC1C(C)C)=O 1-acetyl-3-((5-(isopropyl)-1H-imidazol-4-yl)methylene)piperazine-2,5-dione